5-(2-cyclopropylpyridin-3-yl)-N,2-dimethyl-N-(4-(1-methyl-4-(trifluoromethyl)-1H-imidazol-2-yl)benzyl)-2H-pyrazolo[4,3-d]pyrimidin-7-amine C1(CC1)C1=NC=CC=C1C=1N=C(C=2C(N1)=CN(N2)C)N(CC2=CC=C(C=C2)C=2N(C=C(N2)C(F)(F)F)C)C